C1(CCCC2C(CCCC12)C(=O)O)C(=O)O decahydronaphthalene-1,5-dicarboxylic acid